2-methoxy-4-(4-(4-methylpiperazin-1-yl)piperidin-1-yl)-5-((trimethylsilyl)ethynyl)aniline COC1=C(N)C=C(C(=C1)N1CCC(CC1)N1CCN(CC1)C)C#C[Si](C)(C)C